(R or S)-1-(2-(4-cyclopropyl-2-(difluoromethoxy)phenyl)-2,3,4,5,5a,6,8,9-octahydro-7H-1,2,5,7-tetraazabenzo[cd]azulen-7-yl)prop-2-en-1-one C1(CC1)C1=CC(=C(C=C1)N1N=C2CCN(C[C@H]3C2=C1CCN3)C(C=C)=O)OC(F)F |o1:16|